3-methyl-2-oxo-2,3-dihydro-1,3-benzothiazol CN1C(SC2=C1C=CC=C2)=O